C(C)C1=CC=C(CCC2=NOC(=N2)CC(C(=O)OC(C)(C)C)=C)C=C1 tert-butyl 2-((3-(4-ethylphenethyl)-1,2,4-oxadiazol-5-yl)methyl)acrylate